C(CCCCCCCC)OC=C(C)C1=CC2=CC=CC=C2C=C1 2-(1-(nonyloxy)prop-1-en-2-yl)naphthalene